C(C)(=O)OC1C(OC(C(C1CC(=O)O)OC(C)=O)OC1=CC=C(C=C1)C=CC(C1=CC=CC=C1)=O)COC(C)=O 2-[3,5-Diacetyloxy-2-(acetyloxymethyl)-6-[4-(3-oxo-3-phenylprop-1-enyl)phenoxy]oxan-4-yl]acetic acid